ClC=1C=C(C=CC1)C=1C=C(C=CC1)C(CC=1OC(=NN1)C)O 1-[3-(3-Chlorophenyl)phenyl]-2-(5-methyl-1,3,4-oxadiazol-2-yl)ethanol